CN1C=C(C=2C1=CN=C(C2)NC(C)=O)C2=CC(=C1C(=N2)C2(OCC1)COCC2)OCCC=2OC=CC2 N-(1-methyl-3-(4'-(2-(furan-2-yl)ethoxy)-4,5,5',6'-tetrahydro-2H-spiro[furan-3,8'-pyrano[3,4-b]pyridin]-2'-yl)-1H-pyrrolo[2,3-c]pyridin-5-yl)acetamide